O1C[C@@H](OC2=NC=CC=C21)C2=CC=C(CN1CCC(CC1)NC(C(C)(C)O)=O)C=C2 N-(1-{4-[(3S)-2,3-dihydro[1,4]dioxino[2,3-b]pyridin-3-yl]benzyl}piperidin-4-yl)-2-hydroxy-2-methylpropanamide